ClC1=NC=C(C(=N1)NCC1=CC=C(C=C1)N1N=C(C=C1OC)C(F)(F)F)N 2-chloro-N4-([4-[5-methoxy-3-(trifluoromethyl)pyrazol-1-yl]phenyl]methyl)pyrimidine-4,5-diamine